(triethylphosphorus) pivalate C(C(C)(C)C)(=O)[O-].C(C)[P+](CC)CC